3-(4-(2,6-dimethylpiperazin-1-yl)-5-fluoro-1-oxoisoindolin-2-yl)piperidine-2,6-dione CC1N(C(CNC1)C)C1=C2CN(C(C2=CC=C1F)=O)C1C(NC(CC1)=O)=O